1,6-bis(3-thietanyl)-1,3,4,6-tetrathiahexane S1CC(C1)SCSSCSC1CSC1